6-[[(1S,5R)-8-azabicyclo[3.2.1]octan-3-yl]amino]-7-bromo-1H-pyrrolo[3,2-c]pyridine-2-carbonitrile [C@@H]12CC(C[C@@H](CC1)N2)NC2=C(C1=C(C=N2)C=C(N1)C#N)Br